(1S)-1-[3-[2-(methoxymethyl)-4-pyridyl]-1,2,4-thiadiazol-5-yl]ethanamine hydrochloride Cl.COCC1=NC=CC(=C1)C1=NSC(=N1)[C@H](C)N